1-(4-(2-((1-(cyanomethyl)-1H-pyrazol-4-yl)amino)-5-methylpyrimidin-4-yl)benzoyl)azetidine-3-carbonitrile C(#N)CN1N=CC(=C1)NC1=NC=C(C(=N1)C1=CC=C(C(=O)N2CC(C2)C#N)C=C1)C